OCCOC=1C2=CC=CC=C2C=2C=C(C=CC2C1)C1(C2=CC(=CC=C2C=2C=CC(=CC12)C1=CC=CC=C1)C1=CC=CC=C1)C=1C=CC=2C=C(C3=CC=CC=C3C2C1)OCCO 9,9-bis[9-(2-hydroxyethoxy)-3-phenanthryl]-2,7-diphenylfluorene